N1C(=NC2=CC=CC=C12)N azaindole-amine